ClC1=CC=C(C=C1)C=1N=C2N(C=CC=C2)C1CN1C2CN(CC1CC2)C(=O)C2=C(C=CC=C2)F (8-{[2-(4-Chlorophenyl)imidazo[1,2-a]pyridin-3-yl]methyl}-3,8-diazabicyclo[3.2.1]oct-3-yl)(2-fluorophenyl)methanone